4-((1-(tert-butyl)-3-((1S,3R)-3-((tert-butyldimethylsilyl)oxy)cyclopentyl)-1H-pyrazol-5-yl)amino)-6-(difluoromethyl)pyridin C(C)(C)(C)N1N=C(C=C1NC1=CC=NC(=C1)C(F)F)[C@@H]1C[C@@H](CC1)O[Si](C)(C)C(C)(C)C